Phenyl-(S)-3-(1-methyl-1H-indazol-6-yl)-3,4-dihydropyridine-1(2H)-carboxylate C1(=CC=CC=C1)OC(=O)N1C[C@@H](CC=C1)C1=CC=C2C=NN(C2=C1)C